C(C)[C@@H]1C(N(C(N1)=O)C=1C=NC(=CC1)OC1=CC=C(C2=C1C1(CC1)CO2)C)=O (5R)-5-Ethyl-3-[6-(7-methyl-spiro[2H-benzofuran-3,1'-cyclopropan]-4-yl)oxy-3-pyridinyl]imidazolidine-2,4-dione